tert-butyl 1-[2-[6-nitro-4-(4-phenoxyanilino) quinazolin-7-yl] ethynyl]-3-azabicyclo[3.1.0]hexane-3-carboxylate [N+](=O)([O-])C=1C=C2C(=NC=NC2=CC1C#CC12CN(CC2C1)C(=O)OC(C)(C)C)NC1=CC=C(C=C1)OC1=CC=CC=C1